Cl.Cl.N[C@H](C)C(=O)O D-alanine dihydrochloride